CC1=CC=CC(=N1)C1=NC=CC(=N1)NC1=NC(=NC=C1)NC1=CC=C(NCC2(CNC2)CO)C=C1 [3-[[4-[[4-[[2-(6-methyl-2-pyridyl)pyrimidin-4-yl]amino]pyrimidin-2-yl]amino]anilino]methyl]azetidin-3-yl]methanol